2,17-dimethyl-5-hydroxy-octadecyl-ammonium CC(C[NH3+])CCC(CCCCCCCCCCCC(C)C)O